(6-cyano-4-(3,4-dihydroisoquinolin-2(1H)-yl)-6,7-dihydro-5H-pyrrolo[3,4-d]pyrimidin-2-yl)acetamide C(#N)N1CC=2N=C(N=C(C2C1)N1CC2=CC=CC=C2CC1)CC(=O)N